ClC1=C(C(=CC=C1Cl)OCOCC[Si](C)(C)C)[C@H]1CC(N(C1)C=1C=NN(C1)S(=O)(=O)C)=O |r| rac-4-(2,3-dichloro-6-((2-(trimethylsilyl)ethoxy)methoxy)phenyl)-1-(1-(methylsulfonyl)-1H-pyrazol-4-yl)pyrrolidin-2-one